C(OCCCCC)(OCCCCC)=O Diamyl carbonate